CC1=NN=C(N=N1)C1=CC=C(OCCOCCOCCOCCN)C=C1 2-[2-[2-[2-[4-(6-methyl-1,2,4,5-tetrazin-3-yl)phenoxy]ethoxy]ethoxy]ethoxy]ethanamine